1-(3-(3-bromo-2-methylphenoxy)propyl)-4-(diethoxymethyl)-1H-1,2,3-triazole BrC=1C(=C(OCCCN2N=NC(=C2)C(OCC)OCC)C=CC1)C